1-[(3,4-dichlorophenyl)methyl]-3,7-dimethyl-8-{[(3S)-oxolan-3-yl]amino}-2,3,6,7-tetrahydro-1H-purine ClC=1C=C(C=CC1Cl)CN1CN(C=2N=C(N(C2C1)C)N[C@@H]1COCC1)C